FC1=C(C=C(C=C1)F)C1CN(CCN1)C(=O)[O-] 3-(2,5-difluorophenyl)piperazine-1-carboxylate